C(C)OC(=O)C=1N=CN(C1C(=O)OCC)CC1=CC(C(=C(N1CC)C1=CC(=C(C=C1)Cl)Cl)C(=O)O)=O 6-[[4,5-bis(ethoxycarbonyl)imidazol-1-yl]methyl]-2-(3,4-dichlorophenyl)-1-ethyl-4-oxo-pyridine-3-carboxylic acid